FC=1C(=C2C(=NC(=NN2C1)NC1CCN(CC1)C1COC1)OC)C=1C=CC2=C(N(C(=N2)C)CCF)C1 6-fluoro-5-(1-(2-fluoroethyl)-2-methyl-1H-benzo[d]imidazol-6-yl)-4-methoxy-N-(1-(oxetan-3-yl)piperidin-4-yl)pyrrolo[2,1-f][1,2,4]triazin-2-amine